Cl.NC(C)C1=NC=2C(=NC=C(C2)C)N1C1=CC=C(C=N1)C#N 6-[2-[1-aminoethyl]-6-methyl-imidazo[4,5-b]pyridin-3-yl]pyridine-3-carbonitrile hydrochloride